C(C)C(CC)N(C1=C(C(=C(C=C1[N+](=O)[O-])C)C)[N+](=O)[O-])[N+](=O)[O-] N-(1-ethylpropyl)-3,4-dimethyl-N,2,6-trinitroaniline